C(CC)C=1C(=C(C=CC1)NC(=O)N)CCC N-(dipropylphenyl)urea